tert-butyl 7-(2-methoxy-2-oxoethyl)-3,4-dihydro-1,8-naphthyridine-1(2H)-carboxylate COC(CC1=CC=C2CCCN(C2=N1)C(=O)OC(C)(C)C)=O